C1CCC2=CC(=CC=C12)NC(\C=C\C1=C(C=CC=C1)C(F)(F)F)=O (E)-N-(2,3-Dihydro-1H-inden-5-yl)-3-[2-(trifluoromethyl)phenyl]acrylamide